1-isobutyl-5-(4-oxo-1,6-dihydropyrimidin-2-yl)-1H-indole-3-carbonitrile C(C(C)C)N1C=C(C2=CC(=CC=C12)C=1NCCC(N1)=O)C#N